2-(aminooxy)propanoic acid tert-butyl ester C(C)(C)(C)OC(C(C)ON)=O